2-hydroxy-2-(4-aminophenyl)acetic acid OC(C(=O)O)C1=CC=C(C=C1)N